4-acetyl-2H-2,7-naphthyridin-1-one hydrochloride Cl.C(C)(=O)C1=CNC(C2=CN=CC=C12)=O